N-(3-Fluoro-benzyl)-4-[3-(1H-pyrazol-4-ylmethyl)-ureido]-benzenesulfonamide FC=1C=C(CNS(=O)(=O)C2=CC=C(C=C2)NC(=O)NCC=2C=NNC2)C=CC1